C[C@]1(C(=C(C(=O)O1)O)O)[C@@H](O)CO methylascorbic acid